5'-ethynyluridine C(#C)C([C@@H]1[C@H]([C@H]([C@@H](O1)N1C(=O)NC(=O)C=C1)O)O)O